tert-Butyl 4-(2-((6-chloro-3-((4-chlorophenyl)amino)-9-tosyl-9H-carbazol-1-yl)oxy)ethyl)piperazine-1-carboxylate ClC=1C=C2C=3C=C(C=C(C3N(C2=CC1)S(=O)(=O)C1=CC=C(C)C=C1)OCCN1CCN(CC1)C(=O)OC(C)(C)C)NC1=CC=C(C=C1)Cl